C1(CC1)OC=1C=C(C=CC1)C1=CC(=NN1C=1C=CC=C2C=NN(C12)C)CO[C@@](C(=O)O)(CC)C (2R)-2-([5-(3-cyclopropoxyphenyl)-1-(1-methyl-1H-indazol-7-yl)-1H-pyrazol-3-yl]methoxy)-2-methylbutanoic acid